[OH-].[Mg+2].[O-2].[Mg+2] Magnesium oxid Magnesium hydroxid